(1R)-1-(4-chlorophenyl)-2-[(5-chloropyridin-2-yl)methyl]-7-fluoro-N,1-dimethoxy-N-methyl-3-oxo-2,3-dihydro-1H-isoindole-5-carboxylic acid amide ClC1=CC=C(C=C1)[C@@]1(N(C(C2=CC(=CC(=C12)F)C(=O)N(C)OC)=O)CC1=NC=C(C=C1)Cl)OC